2-(3,5-dioxyl-4-isopropyl-phenyl)-3-phenyl-acrylic acid OC=1C=C(C=C(C1C(C)C)O)C(C(=O)O)=CC1=CC=CC=C1